C(C1=CC=CC=C1)[C@](C(=O)NC=1C=NC2=C(C=CC=C2C1)F)(CC(C)C)Cl (2S)-2-benzyl-2-chloro-N-(8-fluoro-3-quinolyl)-4-methyl-pentanamide